C(#N)C1=CC(=C(C=C(C(=O)OCCC#N)C(C)=O)C=C1)OC 2-cyanoethyl 2-(4-cyano-2-methoxybenzylidene)-3-oxobutanoate